3-(4-((3,5-dichloro-4-(3-chloropropoxy)phenyl)sulfonyl)phenoxy)propane-1,2-diol ClC=1C=C(C=C(C1OCCCCl)Cl)S(=O)(=O)C1=CC=C(OCC(CO)O)C=C1